CS(=O)(=O)CN1C=CC2=CC(=CC=C12)N1C(NC2=C(C1=O)C1=C(S2)CCCCC1)=O 3-(1-((methylsulfonyl)methyl)-1H-indol-5-yl)-1,5,6,7,8,9-hexahydro-2H-cyclohepta[4,5]thieno[2,3-d]pyrimidine-2,4(3H)-dione